C(#N)C1=CN(C=C1C1=CC=CC=C1)C1=CC(=C(C(=O)O)C=C1)O 4-(3-Cyano-4-phenylpyrrol-1-yl)-2-hydroxybenzoic acid